3-((tert-butoxycarbonyl)amino)-2-(((tert-butoxycarbonyl)amino)methyl)propanoic acid C(C)(C)(C)OC(=O)NCC(C(=O)O)CNC(=O)OC(C)(C)C